COC1=CC=C2C=CC(OC2=C1)(C)C 7-methoxy-2,2-dimethylchromene